bis(4-isocyanatophenyl) sulfone N(=C=O)C1=CC=C(C=C1)S(=O)(=O)C1=CC=C(C=C1)N=C=O